O[C@H](C(=O)N1C[C@@H]2[C@H](C1)CC(C2)NC2=C1C(=NC=C2C=2SC(=CN2)C(=O)C2N(CCOC2)C)NC=C1)C (2S)-2-hydroxy-1-((3aR,5R,6aS)-5-((5-(5-(4-methylmorpholine-3-carbonyl)-thiazol-2-yl)-1H-pyrrolo[2,3-b]pyridin-4-yl)amino)hexahydrocyclopenta[c]pyrrol-2(1H)-yl)-propan-1-one